1-((6-cyclopropyl-8-(4H-1,2,4-triazol-4-yl)imidazo[1,2-a]pyridin-2-yl)methyl)-1H-1,2,3-triazol C1(CC1)C=1C=C(C=2N(C1)C=C(N2)CN2N=NC=C2)N2C=NN=C2